[Ti].C1(=C(C(=C(C2=CC=CC=C12)C(=O)O)C(=O)O)C(=O)O)C(=O)O.[Ti] titanium naphthalenetetracarboxylic acid titanium